C(C)N(C(=O)[C@H]1N(CC1)C([C@@H](NC)C)=O)[C@H](C(=O)N(CC(=O)OC(C)(C)C)C)CC1=CC=C(C=C1)C tert-butyl N-((S)-2-((S)-N-ethyl-1-(methyl-L-alanyl)azetidine-2-carboxamido)-3-(p-tolyl)propanoyl)-N-methylglycinate